(R)-6-Amino-2-fluoro-N,N-dimethyl-3-(2'-methyl-1',2'-dihydrospiro[cyclopropane-1,3'-pyrrolo[2,3-b]pyridin]-5'-yl)benzamide NC1=CC=C(C(=C1C(=O)N(C)C)F)C=1C=C2C(=NC1)N[C@@H](C21CC1)C